(tert-butoxycarbonylimino-pyrazol-1-yl-methyl)-carbamic acid tert-butyl ester C(C)(C)(C)OC(NC(N1N=CC=C1)=NC(=O)OC(C)(C)C)=O